C1(\C=C/C(=O)OCCCCCCCO1)=O tetramethylene-trimethylene maleate